5-(4-(8-Oxa-3-azabicyclo[3.2.1]octan-3-yl)-6-(8-oxa-3-azabicyclo[3.2.1]octan-3-yl)-1,3,5-triazin-2-yl)-4-(difluoromethyl)pyridin-2-amine C12CN(CC(CC1)O2)C2=NC(=NC(=N2)N2CC1CCC(C2)O1)C=1C(=CC(=NC1)N)C(F)F